C(C)(C)C=1C=NN2C1N=C(C=C2NCC2CC1CCC(C2)N1C(=O)OC1CN(CC1)C(C(=C)F)=O)O[C@H]1CNCCC1 1-(2-fluoroacryloyl)pyrrolidin-3-yl 3-(((3-isopropyl-5-(((R)-piperidin-3-yl)oxy)pyrazolo[1,5-a]pyrimidin-7-yl)amino)methyl)-8-azabicyclo[3.2.1]octane-8-carboxylate